NC1CC(CC(C1)(CN)C)(C)C 5-amino-1,3,3-trimethyl-cyclohexanemethanamine